N-(3-(((3-cyano-6-(4-(4-methylpiperazin-1-yl)phenyl)pyrazolo[1,5-a]pyridin-4-yl)oxy)methyl)phenyl)acrylamide C(#N)C=1C=NN2C1C(=CC(=C2)C2=CC=C(C=C2)N2CCN(CC2)C)OCC=2C=C(C=CC2)NC(C=C)=O